5-monophospho-N-acetylneuraminic acid P(=O)(O)(O)[C@]1([C@H](CC(C(O)=O)(O)O[C@H]1[C@H](O)[C@H](O)CO)O)NC(C)=O